FC1=CC=C(C=C1)N1CC=2C(=NC=CC2C1=O)C1=CC(=NC=C1OC)C 2-(4-fluorophenyl)-4-(5-methoxy-2-methylpyridin-4-yl)-2,3-dihydro-1H-pyrrolo[3,4-c]pyridin-1-one